C(C)(C)(C)OC(=O)N1CC(C1)N1N=CC(=C1)B1OC(C(O1)(C)C)(C)C.C1(=CC=C2C=CC3=CC=CC4=CC=C1C2=C34)[SiH2]C3=CC=C4C=CC2=CC=CC1=CC=C3C4=C21 bis(1-pyrenyl)silane tert-butyl-3-(4-(4,4,5,5-tetramethyl-1,3,2-dioxaborolan-2-yl)-1H-pyrazol-1-yl)-azetidine-1-carboxylate